ClC1=CC=C(C=C1)C1=C(C=CC=C1)CN1CCN(CC1)CC=1C=C2C(N(C(C2=CC1)=O)N1C(NC(CC1)=O)=O)=O 5-((4-((4'-chloro-[1,1'-biphenyl]-2-yl)methyl)piperazin-1-yl)methyl)-2-(2,4-dioxotetrahydropyrimidin-1(2H)-yl)isoindoline-1,3-dione